C(#N)C[C@@H]1N(CCN(C1)C=1C2=C(N=C(N1)OC[C@@H]1N(C[C@@H](C1)F)C)CN(CC2)C2=CC=CC1=CC=CC(=C21)C)C(=O)OCC2=CC=CC=C2 benzyl (2S)-2-(cyanomethyl)-4-[2-[(2R,4R)-4-fluoro-1-methyl-pyrrolidin-2-yl]methoxyl-7-(8-methyl-1-naphthyl)-6,8-dihydro-5H-pyrido[3,4-d]pyrimidin-4-yl]piperazine-1-carboxylate